4-((7,7-difluoro-9-isopropyl-5-methyl-6-oxo-6,7,8,9-tetrahydro-5H-pyrimido[4,5-b][1,4]diazepin-2-yl)amino)-2-fluoro-5-methoxybenzamide FC1(C(N(C2=C(N(C1)C(C)C)N=C(N=C2)NC2=CC(=C(C(=O)N)C=C2OC)F)C)=O)F